2-(4-(4-hydroxyphenyl)-1H-pyrazol-1-yl)-N,N-dimethylacetamide OC1=CC=C(C=C1)C=1C=NN(C1)CC(=O)N(C)C